2,3-bis(isocyanomethyl)bicyclo[2.2.1]heptane [N+](#[C-])CC1C2CCC(C1C[N+]#[C-])C2